C(CC)C1C(=O)OCCCCCC1 propyl-octanolide